CN(C1(CCC2(CN(C(N2CC2(CCC2)O)=O)CCC(=O)N)CC1)C1=CC=CC=C1)C 3-[8-Dimethylamino-1-[(1-hydroxy-cyclobutyl)-methyl]-2-oxo-8-phenyl-1,3-diazaspiro[4.5]decan-3-yl]-propionamide